3-hydroxy-5-[(E)-2-(4-hydroxyphenyl)ethenyl]phenyl β-D-xylopyranoside O([C@H]1[C@H](O)[C@@H](O)[C@H](O)CO1)C1=CC(=CC(=C1)\C=C\C1=CC=C(C=C1)O)O